Azasila-cyclohexane [SiH2]1NCCCC1